NC1=NC(=C(C=2N1C(N(N2)CCC2CCNCC2)=O)Br)C2=CC=CC=C2 5-amino-8-bromo-7-phenyl-2-(2-(piperidin-4-yl)ethyl)-[1,2,4]triazolo[4,3-c]pyrimidin-3(2H)-one